N-(1,3-benzodioxol-5-yl)-N-methyl-3-[5-phenyl-3-(trifluoromethyl)pyrazol-1-yl]benzamide O1COC2=C1C=CC(=C2)N(C(C2=CC(=CC=C2)N2N=C(C=C2C2=CC=CC=C2)C(F)(F)F)=O)C